S(=O)(=O)(O)O.C1(CC=CC2=CC3=CC=CC=C3C=C12)=O anthracenone sulfate